5-(aminomethyl)-1-isopropyl-3-[5-(trifluoromethyl)-2-pyridinyl]pyridin-2-one hydrochloride Cl.NCC=1C=C(C(N(C1)C(C)C)=O)C1=NC=C(C=C1)C(F)(F)F